(rac)-Ethanesulfonic acid methyl-{1-[5-(1-methyl-2-oxo-1,2,3,4-tetrahydro-quinolin-6-yl)-pyridin-3-yl]-ethyl}-amide CN(S(=O)(=O)CC)[C@H](C)C=1C=NC=C(C1)C=1C=C2CCC(N(C2=CC1)C)=O |r|